FC=1C=C(CC2=CC(=NC=C2)N2N=C(C(=C2C)C(=O)O)C)C=C(C1)C(F)(F)F 1-(4-(3-fluoro-5-(trifluoromethyl)benzyl)pyridin-2-yl)-3,5-dimethyl-1H-pyrazole-4-carboxylic acid